COC1=CC=C(C(C2=CC=C(C=C2)OC)(C2=CC=CC=C2)OC[C@@H]2[C@H]([C@H]([C@@H](O2)N2C=NC=3C(=O)NC(NC(C(C)C)=O)=NC23)O)O[Si](C)(C)C(C)(C)C)C=C1 5'-O-(4,4'-bismethoxytrityl)-3'-O-tert-butyldimethylsilyl-N2-isobutyrylguanosine